3-(4-Bromophenyl)-1-cyclopentyl-5-(isopropylamino)pyrazole-4-carbonitrile BrC1=CC=C(C=C1)C1=NN(C(=C1C#N)NC(C)C)C1CCCC1